OC(COCC1N(CC2=CC=CC=C12)C1=C(C(N(N=C1)CC1=CC=C(C=C1)OC)=O)C(F)(F)F)C(N1CCN(CC1)C1=NC=C(C=N1)C(F)(F)F)=O 5-(1-((2-hydroxy-3-oxo-3-(4-(5-(trifluoromethyl)pyrimidin-2-yl)piperazin-1-yl)propoxy)methyl)isoindolin-2-yl)-2-(4-methoxybenzyl)-4-(trifluoromethyl)pyridazin-3(2H)-one